2,6,3',5'-tetrahydroxybenzophenone OC1=C(C(=O)C2=CC(=CC(=C2)O)O)C(=CC=C1)O